10s,11s-Himachala-3(12),4-diene CC1CCCC(C2=CC(=C)CCC12)(C)C